The molecule is a doubly-charged nucleotide-sugar oxoanion arsing from deprotonation of the diphosphate OH groups of dTDP-3-acetamido-3,6-dideoxy-alpha-D-galactopyranose; major microspecies at pH 7.3. It is a conjugate base of a dTDP-3-acetamido-3,6-dideoxy-alpha-D-galactopyranose. C[C@@H]1[C@@H]([C@@H]([C@H]([C@H](O1)OP(=O)([O-])OP(=O)([O-])OC[C@@H]2[C@H](C[C@@H](O2)N3C=C(C(=O)NC3=O)C)O)O)NC(=O)C)O